BrC1=C(C(=CC(=C1)C)O)O 3-bromo-5-methyl-1,2-benzenediol